ClC1=C(OC=2C(=C(C=NC2)OC2=C(C(=NC=C2)NS(NC)(=O)=O)F)C)C=CC(=C1)C 4-[[5-(2-chloro-4-methyl-phenoxy)-4-methyl-3-pyridinyl]oxy]-3-fluoro-N-(methylsulfamoyl)pyridin-2-amine